(3R,4S)-3-cyclopropyl-4-methyl-1-[1-(1-methyl-6-oxopyridin-2-yl)pyrazolo[3,4-c]pyridin-3-yl]-2-oxopyrrolidine-3-carbonitrile C1(CC1)[C@]1(C(N(C[C@H]1C)C1=NN(C2=CN=CC=C21)C=2N(C(C=CC2)=O)C)=O)C#N